ClC=1C=C(C=C2CC(NC12)=O)C=1C(=NN(C1)CC)COC[C@@H](C)NC (R)-7-chloro-5-(1-ethyl-3-((2-(methylamino)propoxy)methyl)-1H-pyrazol-4-yl)indolin-2-one